C1(CC1)C=1OC(=NN1)CN1CCC(CC1)C=1C=C2C(=C(NC2=CC1)C1=CC(=NC=C1C)C)C(C)C 2-cyclopropyl-5-((4-(2-(2,5-dimethylpyridin-4-yl)-3-isopropyl-1H-indol-5-yl)piperidin-1-yl)methyl)-1,3,4-oxadiazole